3-(sec-butyl)-4-(5H-pyrrolo[2,3-b]pyrazine-6-carbonyl)-1,3,4,5-tetrahydro-2H-benzo[1,4]diazepin-2-one C(C)(CC)C1C(NC2=C(CN1C(=O)C1=CC=3C(=NC=CN3)N1)C=CC=C2)=O